CC1=C(C=CC=C1)N1N=CC(=C1)C1CCN(CC1)C(=O)OC(C)(C)C tert-butyl 4-[1-(2-methylphenyl)-1H-pyrazol-4-yl]piperidine-1-carboxylate